Tert-butyl-((R)-1-(7-chloro-8-fluoro-2-(((2R,7aS)-2-fluorohexahydro-1H-pyrrolizin-7a-yl) methoxy) pyrido[4,3-d]pyrimidin-4-yl) piperidin-3-yl) carbamate C(N)(OC1[C@H](N(CCC1)C=1C2=C(N=C(N1)OC[C@]13CCCN3C[C@@H](C1)F)C(=C(N=C2)Cl)F)C(C)(C)C)=O